3-(2-methyl-5-(5-(4-methylpiperazin-1-yl)pent-1-yn-1-yl)-4-oxoquinazolin-3(4H)-yl)piperidine-2,6-dione CC1=NC2=CC=CC(=C2C(N1C1C(NC(CC1)=O)=O)=O)C#CCCCN1CCN(CC1)C